BrC=1C=CC2=C(N=C(S2)CNC(=O)[C@H]2N(C[C@@H](C2)O)C([C@H](C(C)(C)C)N2N=NC(=C2)C2CC2)=O)C1 (2S,4r)-N-[(5-bromo-1,3-benzothiazol-2-yl)methyl]-1-[(2S)-2-(4-cyclopropyltriazol-1-yl)-3,3-dimethyl-butyryl]-4-hydroxy-pyrrolidine-2-carboxamide